BrC=1C=C2C(=C(C(N(C2=CC1O[C@H]1COCC1)C)=O)C(=O)N)N1CCC(CC1)C=1OC2=C(N1)C=C(C=C2)C |r| (rac)-6-bromo-1-methyl-4-[4-(5-methyl-1,3-benzoxazol-2-yl)piperidin-1-yl]-2-oxo-7-[(oxolan-3-yl)oxy]-1,2-dihydroquinoline-3-carboxamide